(Z)-3-fluoro-4-(4-(5-fluoropyridin-3-yl)-6-(trifluoromethyl)-1H-benzo[d][1,2,3]triazol-1-yl)but-2-en-1-amine Hydrochloride Cl.F\C(=C/CN)\CN1N=NC2=C1C=C(C=C2C=2C=NC=C(C2)F)C(F)(F)F